2,6-diphenyl-4-(3'-(4,4,5,5-tetramethyl-1,3,2-dioxaborolan-2-yl)-[1,1'-biphenyl]-3-yl)pyridine C1(=CC=CC=C1)C1=NC(=CC(=C1)C=1C=C(C=CC1)C1=CC(=CC=C1)B1OC(C(O1)(C)C)(C)C)C1=CC=CC=C1